5,10,15,20-tetraphenyl-porphyrin iron [Fe].C1(=CC=CC=C1)C=1C2=CC=C(N2)C(=C2C=CC(C(=C3C=CC(=C(C=4C=CC1N4)C4=CC=CC=C4)N3)C3=CC=CC=C3)=N2)C2=CC=CC=C2